OC=1C=C(C=CC1O)C(C(=O)O)CO 3,4-Dihydroxy-α-(hydroxymethyl)benzeneacetic acid